bis(methylcyclopentadienyl)methoxymethyl-hafnium CC1(C=CC=C1)C(OC[Hf])C1(C=CC=C1)C